2-(4-(4-Isopropyl-5-(8-methyl-[1,2,4]triazolo[1,5-a]pyridin-6-yl)-1H-pyrazol-3-yl)phenyl)-4-methylmorpholine C(C)(C)C=1C(=NNC1C=1C=C(C=2N(C1)N=CN2)C)C2=CC=C(C=C2)C2CN(CCO2)C